FC=1C=NC=C(C1N)C=C 3-fluoro-5-vinylpyridin-4-amine